((8-aminooctyl)amino)-2-(2,6-dioxopiperidin-3-yl)isoindoline-1,3-dione NCCCCCCCCNC1=C2C(N(C(C2=CC=C1)=O)C1C(NC(CC1)=O)=O)=O